ClC=1C(=C(C=CC1)C1(CNC1)NC1=CC=C2C=CNC(C2=C1)=O)C 7-((3-(3-chloro-2-methylphenyl)azetidin-3-yl)amino)isoquinolin-1(2H)-one